CC1N(CCCC1)CCNC(C1=CN=CC=C1)=O N-(2-(2-methylpiperidin-1-yl)ethyl)nicotinamide